(3,5-Dimethyl-1H-pyrazol-1-yl)methyl-6-(1-(4-fluorobenzamido)ethyl)-3,4-dihydro-1,5-naphthyridin-1(2H)-carboxylat CC1=NN(C(=C1)C)COC(=O)N1CCCC2=NC(=CC=C12)C(C)NC(C1=CC=C(C=C1)F)=O